Cl.N1C(=CC2=CC=CC=C12)CN 1-(1H-indol-2-yl)methylamine hydrochloride